1-isopropyl-N-(piperidin-3-yl)-1H-[1,2,3]triazolo[4,5-h]quinazolin-8-amine C(C)(C)N1N=NC=2C=CC=3C=NC(=NC3C21)NC2CNCCC2